((9H-fluoren-9-yl)methyl) 3-(2-(3,7-dimethylocta-2,6-dien-1-yl)-3-hydroxy-5-pentylphenyl) pyrrolidine-1,3-dicarboxylate N1(CC(CC1)C(=O)OC1=C(C(=CC(=C1)CCCCC)O)CC=C(CCC=C(C)C)C)C(=O)OCC1C2=CC=CC=C2C=2C=CC=CC12